C=1N=CN2C1C1=CC=CC=C1[C@@H]2[C@H]2[C@@H](C=1N(CC2)C=CN1)O (7s,8S)-7-((S)-5H-imidazo[5,1-a]isoindol-5-yl)-5,6,7,8-tetrahydroimidazo[1,2-a]pyridin-8-ol